C(C1=CC=CC=C1)(C1=CC=CC=C1)NC(=O)C1CCC2N1C(C(CN(CC2)C(CC(C)C)=O)NC([C@H](C)NC)=O)=O N-benzhydryl-5-[[(2S)-2-(methylamino)propanoyl]amino]-3-(3-methylbutanoyl)-6-oxo-1,2,4,5,8,9,10,10a-octahydropyrrolo[1,2-a][1,5]diazocine-8-carboxamide